2-[6-amino-5-[8-[2-(4-piperidinyloxy)-4-pyridinyl]-3,8-diazabicyclo[3.2.1]oct-3-yl]pyridazin-3-yl]phenol NC1=C(C=C(N=N1)C1=C(C=CC=C1)O)N1CC2CCC(C1)N2C2=CC(=NC=C2)OC2CCNCC2